ClCC(C)OP(=O)(OC(CCl)C)OC(CCl)C tris(1-Chloro-2-Propyl)Phosphate